4-mercapto-2-sulfobutanoic acid SCCC(C(=O)O)S(=O)(=O)O